N(=[N+]=[N-])C[C@@H]1[C@H]([C@@H]([C@H]([C@H](O)O1)O)O)O 6-azido-6-deoxy-beta-D-glucopyranose